tert-butyl (3R,4R)-4-((4-(3-(2,6-bis(benzyloxy) pyridin-3-yl)-1-methyl-1H-indazol-6-yl) piperazin-1-yl) methyl)-3-methylpiperidine-1-carboxylate C(C1=CC=CC=C1)OC1=NC(=CC=C1C1=NN(C2=CC(=CC=C12)N1CCN(CC1)C[C@H]1[C@H](CN(CC1)C(=O)OC(C)(C)C)C)C)OCC1=CC=CC=C1